BrC1=CC=C2C(=N1)NC=C2S(=O)(=O)NC2=C(C=C(C=C2)Cl)F 6-bromo-N-(4-chloro-2-fluorophenyl)-1H-pyrrolo[2,3-b]pyridine-3-sulfonamide